2-chloro-N-(2-(ethylamino)-4-(piperidin-1-yl)benzyl)-N-(furan-2-ylmethyl)benzamide ClC1=C(C(=O)N(CC=2OC=CC2)CC2=C(C=C(C=C2)N2CCCCC2)NCC)C=CC=C1